C1(CC1)C1=NC2=C(N1C)C=CC(=C2)C#CC2=NN(C(=C2C(=O)N)NC)[C@@H]2CN([C@H](C2)COC)C(C=C)=O 3-[2-(2-cyclopropyl-1-methyl-1,3-benzodiazol-5-yl)ethynyl]-1-[(3S,5R)-5-(methoxymethyl)-1-(prop-2-enoyl)pyrrolidin-3-yl]-5-(methylamino)pyrazole-4-carboxamide